tert-butyl rac-(3aS,7aR)-5-[1-(2,6-dioxo-3-piperidyl)indolin-4-yl]-3,3a,4,6,7,7a-hexahydro-2H-pyrrolo-[3,2-c]pyridine-1-carboxylate O=C1NC(CCC1N1CCC2=C(C=CC=C12)N1C[C@H]2[C@@H](CC1)N(CC2)C(=O)OC(C)(C)C)=O |r|